CC(C)(COP(=O)(O)OP(=O)(O)OC[C@@H]1[C@H]([C@H]([C@@H](O1)N2C=NC3=C(N=CN=C32)N)O)OP(=O)(O)O)C(C(=O)NCCC(=O)NCCSC(=O)C(=S)CCC(=O)O)O The molecule is an acyl-CoA that results from the formal condensation of the thiol group of coenzyme A with the 1-carboxy group of 4-carboxy-2-thioxobutanoic acid. It is a conjugate acid of a 4-carboxylato-2-thioxobutanoyl-CoA(5-). It is a tautomer of a (2Z)-4-carboxy-2-sulfanylbut-2-enoyl-CoA.